N1(CCNCCN(CCC1)CC=1C(=C(C(=O)NC(CO)O)C=C(C1)C)O)CC=1C(=C(C(=O)NC(CO)O)C=C(C1)C)O 3'-[1,4,7-triazacyclodecane-1,7-diylbis(methylene)]bis[N-(1,2-dihydroxyethyl)-2-hydroxy-5-methylbenzamide]